FC(C1=CC=C(C=C1)C1=NN(C2=NC=CC=C21)C2CN(CCC2)C(C=C)=O)(F)F 1-(3-(3-(4-(trifluoromethyl)phenyl)-1H-pyrazolo[3,4-b]pyridin-1-yl)piperidin-1-yl)prop-2-en-1-one